C(CCCCCC)(=O)OC(CCCCCC)=O enanthic anhydride